1-(5-(piperazin-1-ylmethyl)benzo[d]isoxazol-3-yl)dihydropyrimidine-2,4(1H,3H)-dione hydrochloride Cl.N1(CCNCC1)CC=1C=CC2=C(C(=NO2)N2C(NC(CC2)=O)=O)C1